Trans-N-(2-amino-3-hydroxy-propyl)-4-[[2-chloro-6-[4-[4-[(4R)-4-amino-2-oxo-pyrrolidin-1-yl]phenyl]sulfonylpiperazin-1-yl]-4-pyridyl]-difluoro-methyl]cyclohexanecarboxamide NC(CNC(=O)[C@@H]1CC[C@H](CC1)C(F)(F)C1=CC(=NC(=C1)N1CCN(CC1)S(=O)(=O)C1=CC=C(C=C1)N1C(C[C@H](C1)N)=O)Cl)CO